methyl 2-((4-(2-(4-chloro-2-fluorophenyl)-2,3-dihydrobenzo[b][1,4]dioxin-5-yl) piperazin-1-yl) methyl)-3-((S)-oxetan-2-ylmethyl)-3H-imidazo[4,5-b]pyridine-5-carboxylate ClC1=CC(=C(C=C1)C1COC2=C(O1)C=CC=C2N2CCN(CC2)CC2=NC=1C(=NC(=CC1)C(=O)OC)N2C[C@H]2OCC2)F